boron taurate NCCS(=O)(=O)[O-].[B+3].NCCS(=O)(=O)[O-].NCCS(=O)(=O)[O-]